tert-butyl (3S)-3-methyl-4-[4-({3-methyl-4-[(1-methyl-1,3-benzodiazol-5-yl)oxy]phenyl}amino)pyrido[3,2-d]pyrimidin-6-yl]piperazine-1-carboxylate C[C@H]1CN(CCN1C=1C=CC=2N=CN=C(C2N1)NC1=CC(=C(C=C1)OC1=CC2=C(N(C=N2)C)C=C1)C)C(=O)OC(C)(C)C